3-[4-methyl-1-(2-methylpropanoyl)-3-oxocyclohexyl]butanoic acid CC1C(CC(CC1)(C(C(C)C)=O)C(CC(=O)O)C)=O